(5-((2-(3-azabicyclo[3.1.1]hept-3-yl)ethyl)carbamoyl)-2-methylpyridin-3-yl)-2-(1-methyl-1H-pyrazol-4-yl)pyrazolo[5,1-b]thiazole-7-carboxamide C12CN(CC(C1)C2)CCNC(=O)C=2C=C(C(=NC2)C)C=2N1C(SC2C=2C=NN(C2)C)=C(C=N1)C(=O)N